ClC1=CC2=C(O[C@@H](CN(S2(=O)=O)CC2=CC(=CC=3C=CSC32)[C@@H](CC(=O)O)C3=C(C2=C(N(N=N2)C)C=C3)C)CC)C=C1F (3R)-3-(7-{[(4R)-8-Chloro-4-ethyl-7-fluoro-1,1-dioxido-3,4-dihydro-2H-5,1,2-benzoxathiazepin-2-yl]methyl}-1-benzothiophen-5-yl)-3-(1,4-dimethyl-1H-benzotriazol-5-yl)propanoic acid